5-((5-(((tert-butyldimethylsilyl)oxy)methyl)-1,4-dioxan-2-yl)methoxy)-1,3,4-thiadiazol-2-amine [Si](C)(C)(C(C)(C)C)OCC1OCC(OC1)COC1=NN=C(S1)N